C(C)(C)(C)OC(=O)N1CCC2(CC1)OC1=C(OC2)C=CC(=C1)C1=NC(=NC=C1F)NC1=NC=C(C=C1)N1CCN(CC1)C tert-butyl-7-(5-fluoro-2-((5-(4-methylpiperazin-1-yl) pyridin-2-yl) amino) pyrimidin-4-yl)-4-oxaspiro[benzopyran-2,4'-piperidine]-1'-carboxylate